N-(5-Methyl-6-(3-methyl-2-oxo-2,3-dihydro-1H-imidazol-1-yl)pyridin-3-yl)-1-(chinolin-5-yl)-5-(trifluoromethyl)-1H-pyrazol-4-carboxamid CC=1C=C(C=NC1N1C(N(C=C1)C)=O)NC(=O)C=1C=NN(C1C(F)(F)F)C1=C2C=CC=NC2=CC=C1